CC(CCC)NC(C=C)=O N-2-pentyl-acrylamide